FC(N1NC(=CC(=C1)N1CCOCC1)C1=NNC2=CC=C(C=C12)OC(C)C)F 2-(difluoromethyl)-6-(5-isopropoxy-1H-indazol-3-yl)-4-morpholino-pyridazin